ClC[C@@H]1CN(C=2C=C(C3=C(C12)C=C(C=C3)OC)O)C(=O)C3=CC1=C([Se]3)C=CC(=C1)NC(CCN1CCOCC1)=O (S)-N-(2-(1-(chloromethyl)-5-hydroxy-8-methoxy-2,3-dihydro-1H-benzo[e]indole-3-carbonyl)benzo[b]selenophen-5-yl)-3-morpholinopropanamide